ClC1=NC=C(C(=C1)C)C(F)(F)F 2-chloro-4-methyl-5-(trifluoromethyl)pyridine